17,21-Dimethylnonatriacontane CC(CCCCCCCCCCCCCCCC)CCCC(CCCCCCCCCCCCCCCCCC)C